ClC1=C(C=C(C=C1)Cl)S(=O)(=O)NC=1C(=C(C(=CC1)F)C=1C=C2C(=NC=NC2=CC1)NC(C(C)(C)C)=O)F N-(6-(3-(2,5-dichlorophenylsulfonamido)-2,6-difluorophenyl)quinazolin-4-yl)pivalamide